(((2-bromophenyl)(3,5-di-tert-butyl-4-hydroxyphenyl)(phenyl)methyl)thio)acetaldehyde BrC1=C(C=CC=C1)C(SCC=O)(C1=CC=CC=C1)C1=CC(=C(C(=C1)C(C)(C)C)O)C(C)(C)C